glyceryl-pentaerythritol tetrastearate C(CCCCCCCCCCCCCCCCC)(=O)OC(C(COC(CCCCCCCCCCCCCCCCC)=O)(COC(CCCCCCCCCCCCCCCCC)=O)COC(CCCCCCCCCCCCCCCCC)=O)CC(O)CO